C1(=CC=CC=C1)ON=CC=NNC1=CC(=CC=C1)F 2-(2-(3-fluorophenyl)hydrazono)acetaldehyde O-phenyloxime